bistetrazol diammonium [NH4+].[NH4+].N1N=NN=C1.N1N=NN=C1